3-chloro-6-(2,4-dimethoxypyrimidin-5-yl)-4-((1S,2S)-2-(fluoromethyl)cyclopropyl)pyridine ClC=1C=NC(=CC1[C@@H]1[C@H](C1)CF)C=1C(=NC(=NC1)OC)OC